tetraethyl 2-(5-chloro-2-methylphenyl)propane-1,1,3,3-tetracarboxylate ClC=1C=CC(=C(C1)C(C(C(=O)OCC)C(=O)OCC)C(C(=O)OCC)C(=O)OCC)C